tert-Butyl 2-acrylamido-3-(5-methylbenzo[d]thiazol-2-yl)-4,7-dihydrothieno[2,3-c]pyridine-6(5H)-carboxylate C(C=C)(=O)NC1=C(C2=C(CN(CC2)C(=O)OC(C)(C)C)S1)C=1SC2=C(N1)C=C(C=C2)C